2-(2,2-difluoroethyl)cyclopropanecarboxylic acid FC(CC1C(C1)C(=O)O)F